CN(CCCN(S(=O)(=O)CCCCCCCC)C(CC(=O)OCC(CCCCCCCC)CCCCCC)CCCCCCCCC)C 2-hexyldecyl 3-{N-[3-(dimethylamino)propyl]octane-1-sulfonamido}dodecanoate